O=C1N(CCC(N1)=O)CC=1C=C(C=CC1)N1CCC(CC1)C=O 1-(3-((2,4-dioxotetrahydropyrimidin-1(2H)-yl)methyl)phenyl)piperidine-4-carbaldehyde